5-bromo-2-(5-fluoropyridin-3-yl)-2H-indazole BrC1=CC2=CN(N=C2C=C1)C=1C=NC=C(C1)F